C(C(C(CO)O)O)O butan-1,2,3,4-tetraol